rel-tert-butyl (R)-3-(2-hydroxyphenyl)-6,7,8,9-tetrahydro-5H-pyridazino[3,4-b]indole-6-carboxylate OC1=C(C=CC=C1)C1=CC2=C(NC=3CC[C@H](CC23)C(=O)OC(C)(C)C)N=N1 |o1:15|